FC1(CC(C1)[C@@H](O)C=1C=C2C=CC(=NC2=CC1)C1=CC=2C(N=C1)=NN(C2)C)F (R)-(3,3-difluorocyclobutyl)(2-(2-methyl-2H-pyrazolo[3,4-b]pyridin-5-yl)-6-quinolinyl)methanol